N[C@]([C@](C(=O)N)(O)N)(O)[C@H](O)[C@H](O)CO tri-aminoglucose